NC1=C(SC2=NC(=CC=C21)C)C(=O)N[C@H]2COC1=CC(=CC=C1C2)N2[C@H](CNCC2)C 3-amino-6-methyl-N-((R)-7-((S)-2-methylpiperazin-1-yl)chroman-3-yl)thieno[2,3-b]pyridine-2-carboxamide